CN1N=C(N=C1)C1=C(C=CC=C1)C(=O)N1CC2C(C1)CN(C2)C(=O)OC(C)(C)C tert-Butyl 5-{[2-(1-methyl-1H-1,2,4-triazol-3-yl)phenyl]carbonyl}hexahydropyrrolo[3,4-c]pyrrole-2(1H)-carboxylate